methyl 1-(3-(2-((benzyloxy)methyl)-4-((1-((2-hydroxyethyl)sulfonyl)-2-methylpropan-2-yl)oxy)-1-(2-methylhydrazineyl)-1-oxobutan-2-yl)benzyl)cyclopropane-1-carboxylate C(C1=CC=CC=C1)OCC(C(=O)NNC)(CCOC(CS(=O)(=O)CCO)(C)C)C=1C=C(CC2(CC2)C(=O)OC)C=CC1